FC(C1=NN=C2N1N=C(CC2)N2CCC(CC2)C2=CC=C(OCCNC(CC)=O)C=C2)(F)F N-(2-(4-(1-(3-(trifluoromethyl)-7,8-dihydro-[1,2,4]triazolo[4,3-b]pyridazin-6-yl)piperidin-4-yl)phenoxy)ethyl)propanamide